ClC=1N=C(C2=C(N1)N=C(C(=C2)Cl)C)Cl 2,4,6-trichloro-7-methylpyrido[2,3-d]pyrimidine